OCC1([C@@H](O)[C@H](O)[C@H](O1)CO)O[C@@H]1[C@H]([C@@H](C(CO)(O)OC1)O)O D-fructofuranosyl-(2→5)-L-sorbopyranose